N[C@@H]1C2=CC=CC=C2CC12CCN(CC2)C=2N=CC(=NC2CO)C#CCN2N=C(C=C2)C(=O)N (S)-1-(3-(5-(1-amino-1,3-dihydrospiro[indene-2,4'-piperidine]-1'-yl)-6-(hydroxymethyl)pyrazin-2-yl)prop-2-yn-1-yl)-1H-pyrazole-3-carboxamide